CC1=C(C=C(C(=C1)\C=C\C)C)C (E)-1,2,4-trimethyl-5-propenyl-benzene